CS(=O)(=O)OCC1CCC(CC1)OC ((1r,4r)-4-methoxycyclohexyl)methyl methanesulfonate